6-(2-bromo-3-phenoxyphenoxy)-9,9-dimethyl-N,N-diphenyl-9H-fluoren-2-amine BrC1=C(OC=2C=C3C=4C=CC(=CC4C(C3=CC2)(C)C)N(C2=CC=CC=C2)C2=CC=CC=C2)C=CC=C1OC1=CC=CC=C1